CCCCCCCCCCC=CCC 11-Tetradecen